bis(hexyl-thiophenecarboxamide) sodium [Na].C(CCCCC)C1=C(SC=C1)C(=O)N.C(CCCCC)C1=C(SC=C1)C(=O)N